N,N'-diphenyl-N,N'-bis(methylphenyl)-(1,1'-biphenyl)-4,4'-diamine C1(=CC=CC=C1)N(C1=CC=C(C=C1)C1=CC=C(C=C1)N(C1=C(C=CC=C1)C)C1=CC=CC=C1)C1=C(C=CC=C1)C